C(C)(=O)OC\C=C(\C(=O)NCCCCNC(=O)C1=CC2=C(OCO2)C=C1)/C (E)-4-((4-(benzo[d][1,3]dioxole-5-carboxamido)butyl)amino)-3-methyl-4-oxobut-2-en-1-yl acetate